C1NCC12CC(C2)CN2C=C(C=CC2=O)C#N 1-(2-azaspiro[3.3]heptan-6-ylmethyl)-6-oxo-pyridine-3-carbonitrile